BrC=1C=C2C(=CNC2=CC1OC)C(C)=O 1-(5-bromo-6-methoxy-1H-indol-3-yl)ethan-1-one